OC1=CC(=C(C=C1)C=1CC=NCC1)C 4-(4-hydroxy-2-methylphenyl)-3,6-dihydropyridine